CC1N(C1)P(CC1=NC=CC=N1)(N1C(C1)C)=O bis(2-methylaziridin-1-yl)(pyrimidin-2-ylmethyl)phosphine oxide